N[S@](=NC(CC1=C(C=C(C=C1C(C)C)C1=CC2=C(OC(O2)(F)F)C=C1)C(C)C)=O)(=O)C=1SC(=CN1)C(C)(C)O |o1:1| (R) or (S)-N-(amino(5-(2-hydroxypropan-2-yl)thiazol-2-yl)(oxo)-λ6-sulfaneylidene)-2-(4-(2,2-difluorobenzo[d][1,3]dioxol-5-yl)-2,6-diisopropylphenyl)acetamide